CC\C=C/CCCCCCCC\C=C\CCCC (3Z,13E)-3,13-octadecadiene